3-((2-amino-5-bromopyridin-3-yl)amino)-2-((2S,6R)-2,6-dimethylmorpholino)propanoic acid NC1=NC=C(C=C1NCC(C(=O)O)N1C[C@@H](O[C@@H](C1)C)C)Br